C(\C=C/C\C=C/C\C=C/CCCCC)C1=C(C=CC=C1)CCCC(=O)OC methyl 4-(2-((2Z,5Z,8Z)-tetradeca-2,5,8-trien-1-yl)phenyl)butanoate